N-phenyldibenzo[b,d]thiophen-3-amine C1(=CC=CC=C1)NC=1C=CC2=C(SC3=C2C=CC=C3)C1